C(C=C)(=O)NC1=CC=C(C=C1)C1=C(C=2C(=NC=C(C2N1C)C#N)N)C1=CC(=C(C(=O)NC2C(C2)(F)F)C=C1)OC 4-(2-(4-acrylamidophenyl)-4-amino-7-cyano-1-methyl-1H-pyrrolo[3,2-c]pyridin-3-yl)-N-(2,2-difluorocyclopropyl)-2-methoxybenzamide